COC1=CC(=NC(=C1)C)C1=NC2=C(N1C=1C=C3CCC(NC3=CC1)=O)C=CC(=C2)C(=O)NC 2-(4-methoxy-6-methyl-2-pyridinyl)-N-methyl-1-(2-oxo-3,4-dihydro-1H-quinolin-6-yl)benzimidazole-5-carboxamide